N1(CCCCCC1)C=1N=C(C2=C(C=NNC2=O)N1)NC1=CC=C(C=C1)S(=O)(=O)C 2-(azepan-1-yl)-4-((4-(methylsulfonyl)phenyl)amino)pyrimido[4,5-d]pyridazin-5(6H)-one